ClC=1N=C(SC1C=O)OCC 4-CHLORO-2-ETHOXY-1,3-THIAZOLE-5-CARBALDEHYDE